C(=O)(OCC1C2=CC=CC=C2C2=CC=CC=C12)N1[C@@H](CN(CC1)C(=O)OC(C)(C)C)C(=O)O (S)-1-Fmoc-4-Boc-piperazine-2-carboxylic acid